((2R,3S,5R)-3-(benzoyloxy)-5-(9H-purin-9-yl)tetrahydrofuran-2-yl)methyl benzoate C(C1=CC=CC=C1)(=O)OC[C@H]1O[C@H](C[C@@H]1OC(C1=CC=CC=C1)=O)N1C2=NC=NC=C2N=C1